C1(=CC=CC=C1)S(=O)(=O)N1C=C(C=2C=C3C(=CC12)OCO3)S(=O)(=O)Cl 5-(benzenesulfonyl)-[1,3]dioxolo[4,5-f]indole-7-sulfonyl chloride